ethyl 5-quinolinecarboxylate N1=CC=CC=2C(=CC=CC12)C(=O)OCC